C(C)(C)(C)[C@@H]1C[C@@H]2C([C@@](N1CC2)(COC)CO)=O (1S,2S,4R,6S)-6-(tert-butyl)-2-(hydroxymethyl)-2-(methoxymethyl)quinuclidin-3-one